N=1N(N=CC1)C1=NN=C(S1)CN1C(C(N(CC1)C1CCCC1)=O)=O 1-((5-(2H-1,2,3-triazol-2-yl)-1,3,4-thiadiazol-2-yl)methyl)-4-cyclopentylpiperazine-2,3-dione